ethyl 2-formyl-5-methoxy-1H-indole-3-carboxylate C(=O)C=1NC2=CC=C(C=C2C1C(=O)OCC)OC